5-[1-(2,6-Dimethoxypyridin-4-yl)vinyl]-2-methoxyphenol COC1=NC(=CC(=C1)C(=C)C=1C=CC(=C(C1)O)OC)OC